CCC1=CC2=CC3=CC=CC=C3C=C2C=C1 Ethylanthracene